bis(2-propoxycarbonylmethoxy)-1,1'-binaphthyl CC(C)OC(=O)COC=1C(=C(C2=CC=CC=C2C1)C1=CC=CC2=CC=CC=C12)OCC(=O)OC(C)C